(rac)-(1x-r,5x-s,6x-r)-1-methyl-6-(o-tolyl)-3-azabicyclo[3.1.0]hexane CC12CNCC2C1C1=C(C=CC=C1)C